7z-Decyl-N,N-dimethyl-3-ammonio-1-propanesulfonate C(CCCCCCCCC)OS(=O)(=O)CCC[NH+](C)C